O=C1NC=CC2=C(C=CC=C12)S(=O)(=O)N1CCC2=CC=C(C=C12)C#N 1-((1-Oxo-1,2-dihydroisoquinolin-5-yl)sulfonyl)indoline-6-carbonitrile